FC1=CC(=CC=2N(C(=NC21)OC)C(C)C)B2OC(C(O2)(C)C)(C)C 4-fluoro-1-isopropyl-2-methoxy-6-(4,4,5,5-tetramethyl-1,3,2-dioxaborolan-2-yl)-1H-benzo[d]imidazole